ClC=1C(=NC(=CC1)OC)C(=O)N(C)OC 3-chloro-N,6-dimethoxy-N-methylpicolinamide